Ethyl 2-(2-{[(tert-butoxy) carbonyl] ({3-[(2-nitrophenyl) carbamoyl] propyl}) amino} ethyl)-1,3-thiazole-4-carboxylate C(C)(C)(C)OC(=O)N(CCC=1SC=C(N1)C(=O)OCC)CCCC(NC1=C(C=CC=C1)[N+](=O)[O-])=O